5-chloro-2-(2-fluoro-4-pyridinyl)-4-[5-(trifluoromethyl)-1,4-diazepan-1-yl]-1H-pyrimidin-6-one ClC1=C(N=C(NC1=O)C1=CC(=NC=C1)F)N1CCNC(CC1)C(F)(F)F